C1(=CC=CC=C1)C[SiH](OCC)OCC Phenylmethyl-diethoxysilan